C1(C=CC=C1)(C(=O)OCC1CO1)C(=O)[O-].C1(C=CC=C1)(C(=O)OCC1CO1)C(=O)[O-] bisglycidyl dicyclopentadienedicarboxylate